(dl)-1-amyl-3-methylimidazole C(CCCC)N1CN(C=C1)C